NC1=NC=C(C=C1C=1C=C2CCNC(C2=CC1)=O)C1=CC=C(C=C1)N1CC(N(CC1)C(C)C)C 6-(2-amino-5-(4-(4-isopropyl-3-methylpiperazin-1-yl)phenyl)pyridin-3-yl)-3,4-dihydroisoquinolin-1(2H)-one